CC=1NC(C(=C2CCCCC12)CNC(C1=C(C=CC=C1)C(F)(F)F)=O)=O N-((1-methyl-3-oxo-2,3,5,6,7,8-hexahydroisoquinolin-4-yl)methyl)-2-(trifluoromethyl)benzamide